ClC=1C(=CC=C2C(C=C(OC12)C1=CC=C(OCCOC2CC(C2)C(=O)O)C=C1)=O)OC 3-[2-[4-(8-chloro-7-methoxy-4-oxo-chromen-2-yl)phenoxy]ethoxy]cyclobutanecarboxylic acid